CN(C)CCN(CC1=CC=C(C=C1)OC)C2=CC=CC=N2 The molecule is an ethylenediamine derivative that is ethylenediamine in which one of the amino nitrogens is substituted by two methyl groups and the remaining amino nitrogen is substituted by a 4-methoxybenzyl and a pyridin-2-yl group. It has a role as a H1-receptor antagonist. It is an ethylenediamine derivative and an aromatic ether.